1',3'-dihydrospiro[cyclohexane-1,2'-indene] C1C2(CC3=CC=CC=C13)CCCCC2